Cl.NCCC(=O)OCC ethyl 3-aminopropanoate hydrochloride salt